FC(C(=O)N1[C@@H](CCC1)CO)F (S)-2,2-difluoro-1-(2-(hydroxymethyl)pyrrolidin-1-yl)ethan-1-one